2-(3-hydroxyazetidin-1-yl)benzaldehyde OC1CN(C1)C1=C(C=O)C=CC=C1